Cl.FC(C=1C=NC(=NC1)O)(F)F 5-(trifluoromethyl)pyrimidin-2-ol hydrochloride Salt